The molecule is a glutamic semialdehyde that is L-glutamate 5-semialdehyde in which one of the hydrogens of the amino group has been replaced by an acetyl group. It is a member of acetamides and a glutamic semialdehyde. It derives from a L-glutamic 5-semialdehyde. It is a conjugate acid of a 2-acetamido-5-oxopentanoate. CC(=O)N[C@@H](CCC=O)C(=O)O